N[C@@H](C(C)C)C(=O)OC[C@H]1O[C@@]([C@@H]([C@@H]1OC(C(C)C)=O)O)(C#N)C1=CC=C2C(=NC=NN21)N ((2R,3S,4R,5R)-5-(4-aminopyrrolo[2,1-f][1,2,4]triazin-7-yl)-5-cyano-4-hydroxy-3-(isobutyryloxy)tetrahydrofuran-2-yl)methyl L-valinate